2-phenyl-2-(4-(trifluoromethyl)-2-pyridinyl)acetamide C1(=CC=CC=C1)C(C(=O)N)C1=NC=CC(=C1)C(F)(F)F